(2S)-N-(3-(5-(5-(2,3-dihydro-1H-inden-4-yl)-6-methoxy-1H-pyrazolo[4,3-b]pyridin-3-yl)pyridin-2-yl)cyclopentyl)-2-hydroxypropionamide C1CCC2=C(C=CC=C12)C1=C(C=C2C(=N1)C(=NN2)C=2C=CC(=NC2)C2CC(CC2)NC([C@H](C)O)=O)OC